4-((3,3,3-trifluoro-2,2-dimethylpropyl)amino)quinoline-3-carbonitrile FC(C(CNC1=C(C=NC2=CC=CC=C12)C#N)(C)C)(F)F